C(C)OC(=O)C1=C(N=C(N1OC)C1=CC(=CC=C1)C#N)C 2-(3-cyanophenyl)-1-methoxy-4-methyl-1H-imidazole-5-carboxylic acid ethyl ester